NC=1C(=NC(=CN1)C1=C(C=C(C=C1)NC(C(O)C1=CC(=CC(=C1)F)F)=O)C)C(=O)NC1CC1 3-amino-N-cyclopropyl-6-(4-(2-(3,5-difluorophenyl)-2-hydroxyacetamido)-2-methylphenyl)pyrazine-2-carboxamide